oxetan-3-ylmethyl L-alaninate N[C@@H](C)C(=O)OCC1COC1